BrC(CCCC(OCCCCC)OC(CCCC(C)Br)OCCCCC)C 4-bromopentylpentyloxymethyl ether